ClC=1C(=C(C=CC1)CC1CN(CCO1)C(=O)OC(C)(C)C)C1CC1 tert-butyl 2-[(3-chloro-2-cyclopropyl-phenyl)methyl]morpholine-4-carboxylate